Br[C@H]1C[C@H](C1)OCC1=CC=CC=C1 ((Cis-3-bromocyclobutoxy)methyl)benzene